1-((1s,4s)-1-methyl-4-((4-(methylamino)-5-(pyrazolo[1,5-a]pyrimidin-5-yl)-7H-pyrrolo[2,3-d]pyrimidin-2-yl)amino)cyclohexyl)pyrrolidin-2-one CC1(CCC(CC1)NC=1N=C(C2=C(N1)NC=C2C2=NC=1N(C=C2)N=CC1)NC)N1C(CCC1)=O